2-hydroxy-3-methacryloxypropylsulphonic acid OC(CS(=O)(=O)O)COC(C(=C)C)=O